crotyl thiol C(C=CC)S